CC(CC(=O)N1[C@@H](CN(CC1)C(=O)C1=CC=C(C(=O)N2C[C@H]([C@@H](C2)C(=O)N[C@@H]2[C@H](C2)C2=CC=CC=C2)C(=O)N[C@@H]2[C@H](C2)C2=CC=CC=C2)C=C1)C(NCCCCCCCCCCCCCC)=O)C (3S,4S)-1-(4-((S)-4-(3-methylbutanoyl)-3-(tetradecylcarbamoyl)piperazine-1-carbonyl)benzoyl)-N3,N4-bis((1S,2R)-2-phenylcyclopropyl)pyrrolidine-3,4-dicarboxamide